FC1(CCN(CC1)C1=NC(=NC(=C1)C)NC(C1=C(C=C(C=C1)NS(=O)(=O)CCO)N1CCCCC1)=O)F N-(4-(4,4-difluoropiperidin-1-yl)-6-methylpyrimidin-2-yl)-4-((2-hydroxyethyl)sulfonamido)-2-(piperidin-1-yl)benzamide